CC(CCC)NC(C(CCN1C2=CC(=CC=C2C=2C=CN=C(C12)C)OC)C)=O N-(1-methylbutyl)-4-(7-Methoxy-1-methyl-β-carbolin-9-yl)-α-methylbutanamide